1-Biphenyl-2-ylmethyl-4-(4,4,5,5-tetramethyl-[1,3,2]dioxaborolan-2-yl)-1H-pyrazole C1(=C(C=CC=C1)CN1N=CC(=C1)B1OC(C(O1)(C)C)(C)C)C1=CC=CC=C1